[N@]1(C(C1)C(=O)OC)C(=O)OCC1=CC=CC=C1 1-Benzyl 2-methyl (S)-aziridine-1,2-dicarboxylate